1-bromo-3-isopropoxy-5-(methylsulfonyl)benzene BrC1=CC(=CC(=C1)S(=O)(=O)C)OC(C)C